C(C)(C)(C)OC(=O)N1C[C@H]([C@@H](CC1)OCC1CNC1)F (3R,4R)-4-(azetidin-3-ylmethoxy)-3-fluoro-piperidine-1-carboxylic acid tert-butyl ester